5-(2-ethoxy-3-pyridinyl)-1-isopropyl-N-[(5-methoxy-2-pyridinyl)methyl]-3-methyl-pyrazolo[4,3-b]pyridin-7-amine C(C)OC1=NC=CC=C1C1=CC(=C2C(=N1)C(=NN2C(C)C)C)NCC2=NC=C(C=C2)OC